(linoleic acid) carbonate C(O)(O)=O.C(CCCCCCC\C=C/C\C=C/CCCCC)(=O)O